1-(4-Ethylphenyl)-7-oxo-6-phenyl-4,5,6,7-tetrahydro-1H-pyrazolo[3,4-c]pyridine-3-carboxylic acid C(C)C1=CC=C(C=C1)N1N=C(C2=C1C(N(CC2)C2=CC=CC=C2)=O)C(=O)O